6-{4-[CYCLOPROPYL(METHYL)AMINO]-3-(PROPAN-2-YL)-3H-IMIDAZO[4,5-C]PYRIDIN-6-YL}-1-[(1S,3S)-3-(PIPERIDIN-1-YL)CYCLOBUTYL]-1,2-DIHYDROSPIRO[INDOLE-3,4'-PIPERIDIN]-2-ONE C1(CC1)N(C1=NC(=CC2=C1N(C=N2)C(C)C)C2=CC=C1C(=C2)N(C(C12CCNCC2)=O)C2CC(C2)N2CCCCC2)C